4-chloroquinoxaline-7-carboxamide hydrochloride Cl.ClN1CC=NC2=CC(=CC=C12)C(=O)N